NC=1C=C(N=NC1)C1=C2C=CC(=CC2=CC=C1)C(=O)OC methyl 5-(5-aminopyridazin-3-yl)-2-naphthoate